O1C(CCCC1)N1N=CC=C1S(=O)(=O)N 1-(oxan-2-yl)-1H-pyrazole-5-sulfonamide